N[C@@H](CCCC=O)C(=O)O Allysine